C[C@@H]1COC[C@H](N1C1=NC(=NC=C1)NC1=CC(=C(C(=O)N([C@H]2CNCCC2)C2=NC=CC3=CC=CC(=C23)C)C=C1)F)C 4-((4-((3R,5R)-3,5-dimethylmorpholino)pyrimidin-2-yl)amino)-2-fluoro-N-(8-methylisoquinolin-1-yl)-N-((R)-piperidin-3-yl)benzamide